C(C)(C)(C)C1=CN=C(O1)CSC1=CN=C(S1)NC(=O)C1CCN(CC1)C1CCN(CC1)CC1=CC=C(C=C1)NC1C(NC(CC1)=O)=O N-(5-(((5-(tert-butyl)oxazol-2-yl)methyl)thio)thiazol-2-yl)-1'-(4-((2,6-dioxopiperidin-3-yl)amino)benzyl)-[1,4'-bipiperidine]-4-carboxamide